C(CCC)[Si](OCCOC)(CCCC)CCCC tri-n-butyl-(2-methoxyethoxy)silane